FC(C(=O)O)(F)F.N1C[C@H](CC1)[C@@H](C)O (R)-1-((S)-pyrrolidin-3-yl)ethan-1-ol, Trifluoroacetate salt